tert-Butyl (7-cyclopropyl-2-methylthiazolo[5,4-b]pyridin-6-yl)carbamate C1(CC1)C1=C2C(=NC=C1NC(OC(C)(C)C)=O)SC(=N2)C